FC1(CNCC[C@@H]1OCC#C)F (4S)-3,3-difluoro-4-(prop-2-ynyloxy)piperidin